2,4-dichloro-7,8-dihydropyrimido[4,5-f]indolizin-10(6H)-one ClC=1N=C(C2=C(C(N3CCCC3=C2)=O)N1)Cl